NC=1SC=2C(=NC=C(N2)OCCO)N1 2-((2-Aminothiazolo[4,5-b]pyrazin-6-yl)oxy)ethan-1-ol